5-methoxy-1-(4-methylbenzenesulfonyl)-1H-pyrrolo[3,2-b]pyridine COC1=CC=C2C(=N1)C=CN2S(=O)(=O)C2=CC=C(C=C2)C